3-(4-dodecyloxy)phenyl-4-nitrobutan-1-one CCCC(CCCCCCCC)OC=1C=C(C=CC1)C(CCC[N+](=O)[O-])=O